C(CCCCCC)C=1C=C(C=2[C@H]3[C@H](C(OC2C1)(C)C)CC=C(C3)C)O (6aR,10aR)-3-heptyl-6,6,9-trimethyl-6a,7,10,10a-tetrahydro-6H-benzo[c]chromen-1-ol